3-methyl-2-(N-methylmethanesulfonamido)butanamide CC(C(C(=O)N)N(S(=O)(=O)C)C)C